CN(C1(CCCCC1)CNC=1C2=C(N=C(N1)OC[C@]13CCCN3C[C@@H](C1)F)C(=C(N=C2)C2=CC(=CC1=CC=CC=C21)O)F)C 4-(4-(((1-(dimethylamino)cyclohexyl)methyl)amino)-8-fluoro-2-(((2R,7aS)-2-fluorotetrahydro-1H-pyrrolizin-7a(5H)-yl)methoxy)pyrido[4,3-d]pyrimidin-7-yl)naphthalen-2-ol